N-(2-Methyl-5-(1-methyl-1H-1,2,4-triazol-3-yl)phenyl)-7-(thiazol-4-yl)imidazo[1,2-a]pyridine-3-carboxamide CC1=C(C=C(C=C1)C1=NN(C=N1)C)NC(=O)C1=CN=C2N1C=CC(=C2)C=2N=CSC2